O[C@H](CCCCCCCCCCCCCCCCCCCCCCCCCCCCCCC)[C@H]1N(C(OC1)(C)C)C(=O)[O-] (4S)-4-[(1R)-1-hydroxydotriacontyl]-2,2-dimethyl-oxazolidine-3-carboxylate